CS(=O)S(=O)(=O)C1=C(C=CC=C1)C1CCN1[C@@]1(CN(CC1)C=O)C1=NC=NN1 |r| 3-[4-[2-(methylsulfinylsulfonyl)phenyl]azetidin-1-yl]-[rac-(3S)-3-(1H-1,2,4-triazol-5-yl)pyrrolidin-1-yl]methanone